2,2,2-Trifluoroethyl methyl-L-tryptophanate hydrochloride Cl.CN[C@@H](CC1=CNC2=CC=CC=C12)C(=O)OCC(F)(F)F